CC(C(=O)O)(C)C1=CC=C(C=C1)F methyl-2-(4-fluoro-phenyl)-propionic acid